C(C)(C)(C)C=C=[Ru](Cl)Cl tert-butylvinylideneruthenium dichloride